6-(4-chlorophenyl)-N-[(3,3-difluoro-1-piperidyl)sulfonyl]-5-phenyl-4,5-dihydro-3H-pyridazine-2-carboxamide ClC1=CC=C(C=C1)C=1C(CCN(N1)C(=O)NS(=O)(=O)N1CC(CCC1)(F)F)C1=CC=CC=C1